C(C)(C)(C)OC(=O)N(CCC[C@@H](C(=O)OC(C)(C)C)NC(=O)OC(C)(C)C)CCCCCO (S)-tert-butyl 5-((tert-butoxycarbonyl)(5-hydroxypentyl)amino)-2-((tert-butoxycarbonyl)amino)pentanoate